FC(C(=O)O)(F)F.N1CC(C1)NC(=O)C1=CC(=NN1C)C1=NC(=NC=C1)NC1=CC(=CC(=C1)C)C N-(azetidin-3-yl)-3-{2-[(3,5-dimethylphenyl)amino]pyrimidin-4-yl}-1-methyl-1H-pyrazole-5-carboxamide trifluoroacetate